(2S,5R)-Methyl 5-(benzyloxyamino)-1-(2,2,2-trifluoroacetyl)piperidine-2-carboxylate C(C1=CC=CC=C1)ON[C@@H]1CC[C@H](N(C1)C(C(F)(F)F)=O)C(=O)OC